4-(4-amino-3-chlorophenyl-oxy)-7-methoxy-quinoline-6-carboxamide NC1=C(C=C(C=C1)OC1=CC=NC2=CC(=C(C=C12)C(=O)N)OC)Cl